2',3',4',5,6-pentahydroxy-[1,1'-biphenyl] OC1=C(C=CC(=C1O)O)C1=CC=CC(=C1O)O